CC(C(C(=O)O)N1C([C@@H](CC1)NC(=O)C1[N@@](C1)C(C1=CC=CC=C1)(C1=CC=CC=C1)C1=CC=CC=C1)=O)C 3-methyl-2-((R)-2-oxo-3-((R)-1-tritylaziridine-2-carboxamido)pyrrolidin-1-yl)butanoic acid